2-phenylazetidine-1-carboxamide C1(=CC=CC=C1)C1N(CC1)C(=O)N